3-amino-N-[(3S)-5,6-difluoro-7-(piperazin-1-yl)-3,4-dihydro-2H-1-benzopyran-3-yl]-4,6-dimethylthieno[2,3-b]pyridine-2-carboxamide NC1=C(SC2=NC(=CC(=C21)C)C)C(=O)N[C@@H]2COC1=C(C2)C(=C(C(=C1)N1CCNCC1)F)F